C(C)(C)C1=C(NC2=CC=C(C=C12)O[C@@H]1CNCCC1)C=1C=C(C=2N(C1)N=CN2)C (S)-6-(3-Isopropyl-5-(piperidin-3-yloxy)-1H-indol-2-yl)-8-methyl-[1,2,4]triazolo[1,5-a]pyridin